ClC1=C(C=CC(=C1)S(=O)(=O)C)C1=CC=C(C=C1)C1CN(C1)C(=O)N1CC2(C1)CC(C2)C2=NN=C(N2)C2CC2 [3-[4-(2-chloro-4-methylsulfonyl-phenyl)phenyl]azetidin-1-yl]-[6-(5-cyclopropyl-4H-1,2,4-triazol-3-yl)-2-azaspiro[3.3]heptan-2-yl]methanone